1-(4-chlorophenyl)pyrazolidin ClC1=CC=C(C=C1)N1NCCC1